3-((1-(((1R,4R)-2-Oxa-5-azabicyclo[2.2.1]heptan-5-yl)methyl)cyclopropyl)methoxy)-6-bromo-5-fluoro-7,9-dihydrofuro[3,4-f]quinazolin-1-ol [C@H]12OC[C@H](N(C1)CC1(CC1)COC=1N=C3C(=C(C4=C(C3=C(N1)O)COC4)Br)F)C2